CC1=C(C(=C(C1([Hf]C1(C=CC2=CC=3CCCC3C=C12)C(C)C)C)C)C)C pentamethylcyclopentadienyl-(1-isopropyl-1,5,6,7-tetrahydro-s-indacenyl)hafnium